C1(=CC=CC=C1)P(C1=NC=CC=C1)C1=CC=CC=C1 2-(diphenylphosphanyl)pyridine